CN1N=C(C=C1C)NC1=NC=C(C(=N1)C1=CNC2=C(C=CC=C12)NC(CN1C[C@H](CC1)OC1=NC(=NC=C1)NC(C(F)(F)F)C)=O)C N-(3-(2-((1,5-dimethyl-1H-pyrazol-3-yl)amino)-5-methylpyrimidin-4-yl)-1H-indol-7-yl)-2-((3S)-3-((2-((1,1,1-trifluoropropan-2-yl)amino)pyrimidin-4-yl)oxy)pyrrolidin-1-yl)acetamide